4-methoxy-3-(N-(2-(4-methylpiperazin-1-yl)-2-oxoethyl)-methylsulfonylamino)benzoic acid COC1=C(C=C(C(=O)O)C=C1)N(CC(=O)N1CCN(CC1)C)S(=O)(=O)C